2-(5-bromo-3-thienyl)ethanol BrC1=CC(=CS1)CCO